C(C)C=1C(=NN2C1C=C(C=C2)OC2=NC=CC=C2OCC(F)(F)F)C(=O)[O-].[Li+] lithium 3-ethyl-5-((3-(2,2,2-trifluoroethoxy)pyridin-2-yl)oxy)pyrazolo[1,5-a]pyridine-2-carboxylate